[C@H]12OC[C@H](N(C1)C1=C(C=C(C=N1)NC1=NC=CC(=N1)NC=1C=NC3=CC(=C(C=C3C1)F)F)OC)C2 2-(6-{(1R,4R)-2-oxa-5-azabicyclo[2.2.1]hept-5-yl}-5-methoxy-3-pyridylamino)-4-(6,7-difluoro-3-quinolylamino)pyrimidine